ClC=1C=C(N)C=CC1CCOCCN(C)C 3-chloro-4-[2-[2-(dimethylamino)ethoxy]ethyl]aniline